CC1=NN(C=N1)C1CCN(CC1)C(=O)OC(C)(C)C tert-Butyl 4-(3-methyl-1H-1,2,4-triazol-1-yl)piperidine-1-carboxylate